N-(1-(2,6-dimethoxyphenyl)-2-(6-ethoxypyridin-2-yl)-1H-imidazo[4,5-b]pyrazin-6-yl)pyrrolidine-1-sulfonamide COC1=C(C(=CC=C1)OC)N1C(=NC=2C1=NC(=CN2)NS(=O)(=O)N2CCCC2)C2=NC(=CC=C2)OCC